C1CCC[C@@H]2CCN3CCC[C@@H]([C@@H]3O2)CCCCCC[C@@H]4CCN5CCC[C@H]([C@@H]5O4)CC1 The molecule is an organic heteropentacyclic compound that is isolated from the marine sponge Xestospongia exigua. It has a role as a marine metabolite, an IP3 receptor antagonist, an EC 2.7.10.1 (receptor protein-tyrosine kinase) inhibitor and an antineoplastic agent. It is an organic heteropentacyclic compound, a macrocycle, an oxacycle, an organonitrogen heterocyclic compound, a tertiary amino compound and an alkaloid.